β,β,2-trifluoro-3-(trifluoromethyl)-benzenepropanoic acid FC(CC(=O)O)(C1=C(C(=CC=C1)C(F)(F)F)F)F